COC1=C(C=C(C=C1)N1N=C(C(C1=O)C(=O)OC1=CC=C(C=C1)[N+](=O)[O-])C)C=1OC(=CN1)C 4-nitrophenyl 1-(4-methoxy-3-(5-methyloxazol-2-yl) phenyl)-3-methyl-5-oxo-4,5-dihydro-1H-pyrazole-4-carboxylate